ClC1=CC(=CC=2C=C(OC21)CNC(OC(C)(C)C)=O)C2=CC=C(C=C2)OC=2C=NC(=CC2)F tert-butyl (7-chloro-5-(4-(6-fluoropyridin-3-yloxy)phenyl)benzofuran-2-yl)methylcarbamate